1-isobutyl-5-(2-(4-(dimethylamino)phenyl)amino-5-fluoropyrimidin-4-yl)-pyridin-2(1H)-one C(C(C)C)N1C(C=CC(=C1)C1=NC(=NC=C1F)NC1=CC=C(C=C1)N(C)C)=O